C(C)NC(C1=C(C=C(C=C1)NC=1C=2N(C=CN1)C(=CN2)C=2C(=NN(C2)CCF)C(F)(F)F)CC)=O N,2-diethyl-4-[[3-[1-(2-fluoroethyl)-3-(trifluoromethyl)pyrazol-4-yl]imidazo[1,2-a]pyrazin-8-yl]amino]benzamide